4-((6-(4-bromophenyl)pyridin-3-yl)methyl)piperazine-1-carboxylic acid tert-butyl ester C(C)(C)(C)OC(=O)N1CCN(CC1)CC=1C=NC(=CC1)C1=CC=C(C=C1)Br